ClC1=C(C(=O)OC)C(=CC(=C1)O)Cl methyl 2,6-dichloro-4-hydroxybenzoate